1-[1-(4-chloro-3-fluorophenyl)-3-cyclopropyl-1H-1,2,4-triazol-5-yl]methanamine ClC1=C(C=C(C=C1)N1N=C(N=C1CN)C1CC1)F